NCCC1=CC=C(N)C=C1 4-(2-aminoethyl)Aniline